2-Chloro-5-{[(3,3-dimethylbutanoyl)amino]methyl}-N-{1-[4-methoxy-3-(trifluoromethyl)phenyl]-1H-indazol-4-yl}benzamide ClC1=C(C(=O)NC2=C3C=NN(C3=CC=C2)C2=CC(=C(C=C2)OC)C(F)(F)F)C=C(C=C1)CNC(CC(C)(C)C)=O